4-[5-chloro-4-(1,4-oxathian-3-ylmethylamino)-6-oxo-pyridazin-1-yl]-N-(4-cyano-2-fluoro-phenyl)-N-(difluoromethyl)piperidine-1-sulfonamide ClC1=C(C=NN(C1=O)C1CCN(CC1)S(=O)(=O)N(C(F)F)C1=C(C=C(C=C1)C#N)F)NCC1COCCS1